bidioxolanetetrol O1C(OC(C1O)(O)O)(C1OCCO1)O